OC(CC(=O)O)C Beta-HydroxyButyric Acid